2-(difluoromethoxy)-8-methyl-8-(trifluoromethyl)-7,8-dihydro-6H-pyrazolo[1,5-a]pyrrolo[2,3-e]pyrimidine FC(OC1=NN2C(N=CC3=C2C(CN3)(C(F)(F)F)C)=C1)F